1-(5-formyl-3-methylpyridin-2-yl)-N,N-dimethylpiperidine-4-carboxamide C(=O)C=1C=C(C(=NC1)N1CCC(CC1)C(=O)N(C)C)C